6-((7,8-Dimethoxy-1H-imidazo[4,5-c]quinolin-1-yl)methyl)pyridine-3-sulfonamide COC=1C(=CC=2C3=C(C=NC2C1)N=CN3CC3=CC=C(C=N3)S(=O)(=O)N)OC